C(C1=CC=CC=C1)NC1=NC=C(C(=N1)N)OC1=C(C=C(C(=C1)S(=O)(=O)C)OC)C(C)C N2-Benzyl-5-(2-isopropyl-5-methanesulfonyl-4-methoxy-phenoxy)-pyrimidine-2,4-diamine